N1N=CC(=C1)C1=CC=CC=2N1C=C(N2)NC(=O)C2CC2 N-(5-(1H-pyrazol-4-yl)imidazo[1,2-a]Pyridin-2-yl)cyclopropanecarboxamide